tert-butyl (1r,5s)-3-(5-amino-6-((E)-3-ethoxy-3-oxoprop-en-1-yl)-2-(methylthio) pyrimidin-4-yl)-3,8-diazabicyclo[3.2.1]octane-8-carboxylate NC=1C(=NC(=NC1\C=C\C(=O)OCC)SC)N1C[C@H]2CC[C@@H](C1)N2C(=O)OC(C)(C)C